N[C@@H](C(=O)NCC(=O)N(CC(NC=1SC2=C(N1)C=CC(=C2)OC(F)(F)F)=O)C)C (R)-2-amino-N-(2-(methyl-(2-oxo-2-((6-(trifluoromethoxy)benzo[d]thiazol-2-yl)amino)ethyl)amino)-2-oxoethyl)propanamide